(4,6-dihydroxy-3'-isopropyl-[1,1'-biphenyl]-3-yl)-N-ethyl-4-(4-(thiomorpholino)phenyl)isoxazole-3-carboxamide OC1=C(C=C(C(=C1)O)C1=CC(=CC=C1)C(C)C)C1=C(C(=NO1)C(=O)NCC)C1=CC=C(C=C1)N1CCSCC1